5,6-bis(4-octyldodecylphenoxy)benzothiadiazole C(CCCCCCC)C(CCCC1=C(OC=2C(=CC3=C(N=NS3)C2)OC2=C(C=CC=C2)CCCC(CCCCCCCC)CCCCCCCC)C=CC=C1)CCCCCCCC